(R,E)-4-(Cyclopropylsulfonyl)but-3-en-2-amine C1(CC1)S(=O)(=O)/C=C/[C@@H](C)N